(3,4-epoxycyclohexyl)ethyl-diethylmethoxysilane sodium 2'-(dicyclohexylphosphanyl)-2,6-dimethoxybiphenyl-3-sulfonate C1(CCCCC1)P(C1=C(C=CC=C1)C1=C(C(=CC=C1OC)S(=O)(=O)[O-])OC)C1CCCCC1.[Na+].C1(CC2C(CC1)O2)CC[Si](OC)(CC)CC